(S)-4-(5-chloro-3-methyl-2-(piperidin-3-yloxy)phenyl)thieno[2,3-b]pyridine 2,2,2-trifluoroacetate FC(C(=O)O)(F)F.ClC=1C=C(C(=C(C1)C1=C2C(=NC=C1)SC=C2)O[C@@H]2CNCCC2)C